tert-butyl (2R,5S)-5-[(3-chloro-4-methyl-benzoyl)amino]-2-[5-[2-(trifluoromethoxy)ethoxy]-1,3,4-oxadiazol-2-yl]piperidine-1-carboxylate ClC=1C=C(C(=O)N[C@H]2CC[C@@H](N(C2)C(=O)OC(C)(C)C)C=2OC(=NN2)OCCOC(F)(F)F)C=CC1C